ClC=1C=C2C(=NC1)NCC21CC(C1)N1C[C@@H](CC1)O (R)-1-(5'-Chloro-1',2'-dihydrospiro[cyclobutane-1,3'-pyrrolo[2,3-b]pyridin]-3-yl)pyrrolidin-3-ol